N12C[C@H](C(CC1)CC2)NC(=O)C2=CC=CC=1CCCCC21 N-[(S)-1-azabicyclo[2.2.2]oct-3-yl]-5,6,7,8-tetrahydronaphthalene-1-carboxamide